Cl.Cl.CN1N=CC(=C1)C=1C=C(C=2N(C1)N=CC2C#N)C=2C=NC(=NC2)N2CCNCC2 6-(1-methyl-1H-pyrazol-4-yl)-4-(2-(piperazin-1-yl)pyrimidin-5-yl)pyrazolo[1,5-a]pyridine-3-carbonitrile dihydrochloride